ClC=1C=CC(=C(C1)C=1N=C2N(C(C1)=O)[C@@H](CC2)C2=C(N=C(N2)C=2C=CC(=NC2F)NC(OC(C)(C)C)=O)F)N2N=NN=C2 2-methyl-2-propanyl [5-(5-{(6S)-2-[5-chloro-2-(1H-tetrazol-1-yl)phenyl]-4-oxo-4,6,7,8-tetrahydropyrrolo[1,2-a]pyrimidin-6-yl}-4-fluoro-1H-imidazol-2-yl)-6-fluoro-2-pyridinyl]carbamate